NC1=NC=NC2=C(C=C(C=C12)C1=CC(=CC=C1)NC1=CC=CC=C1)C=1C=C(C=CC1)NC(C=C)=O N-(3-(4-amino-6-(3-(phenyl-amino)phenyl)quinazolin-8-yl)phenyl)acrylamide